C1(=CC=CC=C1)C1=C2C=CC=CC2=C(C2=CC=CC=C12)C=1C=C2OC=3C=CC=CC3B3C2=C(C1)OC=1C=CC=CC13 7-(10-phenylanthracen-9-yl)-5,9-dioxa-13b-boranaphtho[3,2,1-de]anthracene